C(C(C)C)(=O)OC1=C(C=C(C=C1)Br)C=NC1=CC=C(C=C1)Cl 4-bromo-2-((4-chlorophenylimino)meth-yl)phenyl isobutyrate